OCCOC1=CC=C(C=C1)C(C(C)(C)O)=O 1-[4-(2-hydroxyethoxy)phenyl]-2-hydroxy-2-methyl-propan-1-one